6-chloro-4-phenyl-2,3-dihydrofuro[2,3-b]Quinoline ClC=1C=C2C(=C3C(=NC2=CC1)OCC3)C3=CC=CC=C3